2-Methyl-c-5-[4-[5-methyl-2-(4-methylphenyl)-4-oxazolyl]butyl]-1,3-dioxane-r-2-carboxylic acid CC1(OCC(CO1)CCCCC=1N=C(OC1C)C1=CC=C(C=C1)C)C(=O)O